methyl 4-(hydroxymethoxyphosphinyl)-4-oxobutanoate-sodium salt [Na].OCOP(=O)C(CCC(=O)OC)=O